(4E)-9-hydroxy-5,9-dimethyl-4-decenal OC(CCC/C(=C/CCC=O)/C)(C)C